dimethyl-2-hydroxyethyl-2,3-dioleoyloxypropyl-ammonium bromide [Br-].C[N+](CC(COC(CCCCCCC\C=C/CCCCCCCC)=O)OC(CCCCCCC\C=C/CCCCCCCC)=O)(CCO)C